(N,N-diethyl)-4-amino-1-butanol C(C)N(CCCCO)CC